N(=[N+]=[N-])CCCN1C(C(=CC2=C1N=CN=C2N[C@H](C)C2=CC(=CC=C2)C(C2CCN(CC2)CC#C)(F)F)C2(CC2)C#N)=O (R)-1-(8-(3-azidopropyl)-4-((1-(3-(difluoro(1-(prop-2-yn-1-yl)piperidin-4-yl)methyl)phenyl)ethyl)amino)-7-oxo-7,8-dihydropyrido[2,3-d]pyrimidin-6-yl)cyclopropane-1-carbonitrile